P([O-])([O-])[O-].P(O)(O)O.P([O-])(O)O.C(CCCCCCCCCCCC)C(C(C(C1=C(C=C(C(=C1)C(C)(C)C)O)C)(C1=C(C=C(C(=C1)C(C)(C)C)O)C)[Ta+4])(CCCCCCCCCCCCC)CCCCCCCCCCCCC)(C(CCCCCCCCCCCCC)(CCCCCCCCCCCCC)CCCCCCCCCCCCC)C1=C(C=C(C(=C1)C(C)(C)C)O)C hexa(tridecyl)-1,1,3-tris(2-methyl-4-hydroxy-5-tert-butylphenyl)butyl-Tantalum triphosphite